4-{(3R)-3-methyl-4-[(1-methylcyclopropyl)carbonyl]piperazin-1-yl}-2-(1-methyl-1H-pyrazol-4-yl)pyrimidine-5-carbonitrile C[C@@H]1CN(CCN1C(=O)C1(CC1)C)C1=NC(=NC=C1C#N)C=1C=NN(C1)C